(2R)-N-((S or R)-(4-fluoro-3-(trifluoro-methyl)phenyl)(trans-3-(trifluoro-methyl)-cyclobutyl)methyl)-2-methyl-3-oxopiperazine-1-carboxamide FC1=C(C=C(C=C1)[C@@H](NC(=O)N1[C@@H](C(NCC1)=O)C)[C@@H]1C[C@H](C1)C(F)(F)F)C(F)(F)F |o1:7|